O1CCC(=CC1)C=1C(=C(C=NC1C)C(=O)NC1=CC=C(C=C1)OC1=CC=NC2=CC(=C(C=C12)OC)OC)O 5-(3,6-Dihydro-2H-pyran-4-yl)-N-[4-(6,7-dimethoxyquinolin-4-yl)oxyphenyl]-4-hydroxy-6-methylpyridine-3-carboxamide